N-ETHYL-2-[(2-FORMYLPHENYL)(METHYL)AMINO]ACETAMIDE C(C)NC(CN(C)C1=C(C=CC=C1)C=O)=O